C1(CCCCC1)NC1=C(C2=C(C(C=3C(=CC4=C(OCO4)C3)OC2)=O)C=C1)F 8-(cyclohexylamino)-7-fluoro[2]benzoxepino[3,4-f]-1,3-benzodioxol-11(6H)-one